[Pd+2].[Cl-].[Cl-].C1(=CC=CC=C1)P([C-]1C=CC=C1)C1=CC=CC=C1.[C-]1(C=CC=C1)P(C1=CC=CC=C1)C1=CC=CC=C1.[Fe+2] 1,1'-bis(diphenylphosphino)ferrocene dichloride palladium (II)